FC(CNC(=O)C1=CC2=CN(N=C2C=C1)C=1C=NC=CC1)(C)F N-(2,2-di-fluoropropyl)-2-(3-pyridinyl)-2H-indazole-5-carboxamide